NC1=C(C=C(C=C1)F)CCCNC(OC(C)(C)C)=O tert-Butyl (3-(2-amino-5-fluorophenyl)propyl)carbamate